C1=C(C=CC2=CC=CC=C12)N(C1=CC=C(C=C1)N)C1=CC2=CC=CC=C2C=C1 N,N-di(2-naphthyl)-p-phenylenediamine